ClC1=CC=C(C(=N1)C#N)O[C@H](C)C=1C=C(C=C2C(C(=C(OC12)C=1C=C2C=NNC2=CC1)C)=O)C 6-Chloro-3-[(1R)-1-[2-(1H-indazol-5-yl)-3,6-dimethyl-4-oxo-chromen-8-yl]ethoxy]pyridine-2-carbonitrile